tri(n-hexyl)amine C(CCCCC)N(CCCCCC)CCCCCC